(S)-1-(6-(3-chloro-4-(3-methylureido)-1H-pyrazol-1-yl)-5-(trifluoromethyl)pyridin-3-yl)-3-(2-chloro-7-(1-methoxyethyl)pyrazolo[1,5-a]pyrimidin-6-yl)urea ClC1=NN(C=C1NC(=O)NC)C1=C(C=C(C=N1)NC(=O)NC=1C=NC=2N(C1[C@H](C)OC)N=C(C2)Cl)C(F)(F)F